C1(CC1)C(=O)C12CN(CC(NC1)C2)C2=CC(=CC=C2)C(F)(F)F (cyclopropanecarbonyl)-3-(3-(trifluoromethyl)phenyl)-3,6-diazabicyclo[3.2.1]octan